3-morpholinobicyclo[1.1.1]pentane O1CCN(CC1)C12CC(C1)C2